5-(2,3-dihydro-1H-inden-4-yl)-6-methoxy-3-(1-(pyrrolidin-3-yl)-1H-pyrazol-4-yl)-1H-pyrazolo[4,3-b]Pyridine C1CCC2=C(C=CC=C12)C1=C(C=C2C(=N1)C(=NN2)C=2C=NN(C2)C2CNCC2)OC